p-cyanobenzoyl bromide C(#N)C1=CC=C(C(=O)Br)C=C1